NC=1C(=NC=NC1Cl)NC=1C=C(C=CC1N1CCN(CC1)C)N1N=NC(=C1)C(=O)OC methyl 1-(3-((5-amino-6-chloropyrimidin-4-yl) amino)-4-(4-methylpiperazin-1-yl) phenyl)-1H-1,2,3-triazole-4-carboxylate